ClC1N=CC2=C(N1CCCOC1=C(C(=NN1C1COCCC1)C)[N+](=O)[O-])N(C=C2C(F)(F)F)COCC[Si](C)(C)C 2-chloro-N-(3-((3-methyl-4-nitro-1-(tetrahydro-2H-pyran-3-yl)-1H-pyrazol-5-yl)Oxy)propyl)-5-(trifluoromethyl)-7-((2-(trimethylsilyl)ethoxy)methyl)-7H-pyrrolo[2,3-d]pyrimidine